C(C)OC=1C=C(C=2N(C1)N=C1C2C=NN1)C=1C=CC(=NC1)C1C2(CNC2)CCN1C(=O)OC(C)(C)C tert-butyl 5-(5-(6-ethoxy-1H-pyrazolo[3',4':3,4]pyrazolo[1,5-a]pyridin-4-yl) pyridin-2-yl)-2,6-diazaspiro[3.4]octane-6-carboxylate